SC1=[N+](C=CC=C1)[O-].[Zn] zinc 2-mercaptopyridine-1-oxide